NC=1C(=C(C=C2C=C(N=CC12)NC1=NN2CC(NCCC2=C1)=O)C=1C=NC(N(C1C)C)=O)F 2-((8-amino-6-(1,6-dimethyl-2-oxo-1,2-dihydropyrimidin-5-yl)-7-fluoroisoquinolin-3-yl)amino)-5,6-dihydro-4H-pyrazolo[1,5-d][1,4]diazepin-7(8H)-one